dimethylmonoethoxysilane C[SiH](OCC)C